benzyl (2S,3R,4S)-2-[[3-[2-(3-tert-butoxy-3-oxo-propoxy)-3,5-difluoro-phenyl]-2-fluoro-phenyl] methyl]-4-fluoro-3-(fluoromethylsulfonylamino)piperidine-1-carboxylate C(C)(C)(C)OC(CCOC1=C(C=C(C=C1F)F)C=1C(=C(C=CC1)C[C@@H]1N(CC[C@@H]([C@@H]1NS(=O)(=O)CF)F)C(=O)OCC1=CC=CC=C1)F)=O